C(#N)C=1C=C(C(=NC1)[C@@H](C)NC(CN1C(NC2=CC=C(C(=C2C1=O)C#N)F)=O)=O)F (R)-N-(1-(5-cyano-3-fluoropyridin-2-yl)ethyl)-2-(5-cyano-6-fluoro-2,4-dioxo-1,4-dihydroquinazolin-3(2H)-yl)acetamide